isostearyl stearoyl stearate CCCCCCCCCCCCCCCCCC(=O)OC(CCCCCC)CCCCCCCCCCC(=O)OCCCCCCCCCCCCCCCC(C)C